2-{[5,6-dimethyl-2-(1-methyl-1H-imidazol-4-yl)thieno[2,3-d]pyrimidin-4-yl](methyl)amino}-N-(6-methoxypyridin-3-yl)acetamide CC1=C(SC=2N=C(N=C(C21)N(CC(=O)NC=2C=NC(=CC2)OC)C)C=2N=CN(C2)C)C